C=C1C(NC(C(N1)=O)=CC=1N=CN(C1C(C)C)CCCN1CCNCC1)=O methylene-6-((5-isopropyl-1-(3-(piperazin-1-yl)propyl)-imidazol-4-yl)methylene)piperazine-2,5-dione